tert-butyl 3-(6-(8-fluoro-2-methylimidazo[1,2-a]pyridine-6-carboximidamido)pyridine-3-yl)-3,8-diazabicyclo[3.2.1]octane-8-carboxylate FC=1C=2N(C=C(C1)C(NC1=CC=C(C=N1)N1CC3CCC(C1)N3C(=O)OC(C)(C)C)=N)C=C(N2)C